ADIPONITRIL C(CCCCC#N)#N